ClC(=O)[O-].[Na+] sodium chlorocarboxylate